4-(2-(2-(1H-pyrazol-4-yl)ethoxy)-6-(3-(m-tolyl)-1H-pyrazol-1-yl)pyrimidin-4-yl)morpholine N1N=CC(=C1)CCOC1=NC(=CC(=N1)N1CCOCC1)N1N=C(C=C1)C=1C=C(C=CC1)C